tert-butyl (Z)-(3-((5-oxo-2-(3-(trifluoromethyl)phenyl)oxazol-4(5H)-ylidene)methyl)benzyl)carbamate O=C1/C(/N=C(O1)C1=CC(=CC=C1)C(F)(F)F)=C/C=1C=C(CNC(OC(C)(C)C)=O)C=CC1